CC(C)(C(CC1=CC=CC=C1)C)NC(=O)C=1C=C2C(=NC1)N(C=C2)C N-(2,3-dimethyl-4-phenylbutan-2-yl)-1-methyl-1H-pyrrolo[2,3-b]pyridine-5-carboxamide